ClC=1C=CC(=C2C=CC(=NC12)NC1=CC=C(C=C1)OC(F)(F)F)OCCN1CCOCC1 8-chloro-5-(2-morpholinoethoxy)-N-(4-(trifluoromethoxy)phenyl)quinolin-2-amine